ClC1=C(C(=O)N)C=CC(=N1)N1N=C(C=C1)OCCC1C2(C13CC3)CC2 2-chloro-6-(3-(2-(dispiro[2.0.24.13]heptan-7-yl)ethoxy)-1H-pyrazol-1-yl)nicotinamide